ClC1=C(C(=O)NC)C=CC(=C1)CNC1=NC=NC2=C1SC=1N=NC(=C(C12)C)C 2-chloro-4-[[(3,4-dimethylpyrimido[4',5':4,5]thieno[2,3-c]pyridazin-8-yl)amino]methyl]-N-methyl-benzamide